NCC1=CC(=C(C(=C1)F)N1CCN(CC1)C(=O)OCC1=CC=CC=C1)F benzyl 4-[4-(aminomethyl)-2,6-difluoro-phenyl]piperazine-1-carboxylate